F[B-](F)(F)F.C(C)(C)(C)C1=C(C(=C([C-]1CCCCCC[N+](CC)(CC)CC)C(C)(C)C)C(C)(C)C)C(C)(C)C.[CH-]1C=CC=C1.[Fe+2] (6-(tetra-t-butylferrocenyl)hexyl)triethylammonium tetrafluoroborate